[2-(3-amino-5-fluoro-1-piperidinyl)-4-(4-fluorophenyl)cyclopentyl]pyrazole-4-carbonitrile NC1CN(CC(C1)F)C1C(CC(C1)C1=CC=C(C=C1)F)C1=NNC=C1C#N